2-[(methylamino)methyl]-1H-benzimidazol CNCC1=NC2=C(N1)C=CC=C2